O=C1N(CCC(N1)=O)C1=C2C=CN(C2=CC=C1)CC(=O)O 2-(4-(2,4-dioxotetrahydropyrimidin-1(2H)-yl)-1H-indol-1-yl)acetic acid